CC(C)(CC)[O-] 2-methylbutan-2-olat